C1(CC1)COC1=CC=C(C=C1)C(C)N 1-[4-(cyclopropylmethoxy)phenyl]ethanamine